2-methoxy-5-(3-(pyridin-4-yloxy)propyl)benzoic acid COC1=C(C(=O)O)C=C(C=C1)CCCOC1=CC=NC=C1